O1CCN(CC1)C[C@@H]1NC([C@@H](SCC1)C1=CC=C(C=C1)OC1=CC=CC=C1)=O (2S,5R)-5-(morpholinomethyl)-2-(4-phenoxyphenyl)-1,4-thiazepan-3-one